[2H]CC[Mg]Br deuteroethyl-magnesium bromide